4-chloro-1-methyl-6-oxo-1,6-dihydropyridazine-3-carboxylic acid ClC=1C(=NN(C(C1)=O)C)C(=O)O